C(C)(=O)O[C@@H]1O[C@@H](C[C@@H]([C@H]1OC(C)=O)N(C)C)C (2S,3R,4S,6R)-4-(dimethylamino)-6-methyltetrahydro-2H-pyran-2,3-diyl diacetate